9,9',9'',9'''-(3-(6-phenylpyridin-2-yl)-6-(pyridin-3-yl)benzene-1,2,4,5-tetrayl)tetrakis(9H-carbazole-3,6-dicarbonitrile) C1(=CC=CC=C1)C1=CC=CC(=N1)C=1C(=C(C(=C(C1N1C2=CC=C(C=C2C=2C=C(C=CC12)C#N)C#N)N1C2=CC=C(C=C2C=2C=C(C=CC12)C#N)C#N)C=1C=NC=CC1)N1C2=CC=C(C=C2C=2C=C(C=CC12)C#N)C#N)N1C2=CC=C(C=C2C=2C=C(C=CC12)C#N)C#N